4-nitrophenyl ((1S,2S)-2-(pyridin-2-yldisulfaneyl)cyclopentyl) carbonate C(OC1=CC=C(C=C1)[N+](=O)[O-])(O[C@@H]1[C@H](CCC1)SSC1=NC=CC=C1)=O